N-[(4-methoxyphenyl)methyl]-N-({1-[(4-methoxyphenyl)methyl]-1H-benzimidazol-2-yl}methyl)-2-(morpholin-4-yl)-8-(pyridin-3-yl)pyrazolo[1,5-a][1,3,5]triazin-4-amine COC1=CC=C(C=C1)CN(C1=NC(=NC=2N1N=CC2C=2C=NC=CC2)N2CCOCC2)CC2=NC1=C(N2CC2=CC=C(C=C2)OC)C=CC=C1